C1(=CC=CC=C1)S(=O)(=O)N1C(=C(C2=CC=C(C(=C12)Cl)Cl)Br)C 1-(benzenesulfonyl)-3-bromo-6,7-dichloro-2-methyl-indole